6-methoxy-3-(methylthio)-2-phenyl-3a,8a-dihydrofuro[2,3-b]benzofuran COC1=CC2=C(C3C(O2)OC(=C3SC)C3=CC=CC=C3)C=C1